FC(C1=NC2=CC=CC=C2C(=C1)NCCC1=CC=C(C=C1)NS(=O)(=O)C)(F)F N-(4-(2-((2-(trifluoromethyl)quinolin-4-yl)amino)ethyl)phenyl)methanesulfonamide